C(C)(C)(C)OC(=O)N(C=1C(=CC=C2C=CC(=CC12)C1=NC(=NC=C1)C(=O)O)OC)CC(=C)C#N 4-[8-[tert-butoxycarbonyl(2-cyanoallyl)amino]-7-methoxy-2-naphthyl]pyrimidine-2-carboxylic acid